ClC1=C(C=CC=C1)[C@@H]1CCC=2N1N=C(N2)[S@](=O)C(F)F (5S)-5-(2-chlorophenyl)-2-[(S)-difluoromethylsulfinyl]-6,7-dihydro-5H-pyrrolo[1,2-b][1,2,4]triazole